C1(CC1)C([C@@H](C=1OC2=C(N1)C=C(C=C2)CN2C(N[C@@H](C2)C(F)(F)F)=O)NC(=O)C=2N(C=CN2)C(C)C)C2CC2 N-((S)-2,2-dicyclopropyl-1-(5-(((S)-2-oxo-4-(trifluoro-methyl)imidazolidin-1-yl)methyl)benzo[d]oxazol-2-yl)ethyl)-1-isopropyl-1H-imidazole-2-carboxamide